CC1=C(C(=O)P)C(=CC(=C1)C)C (2,4,6-trimethylbenzoyl)phosphine